10-methyl-phenothiazine CN1C2=CC=CC=C2SC=2C=CC=CC12